N[C@H]1CC=CC[C@@H]1C1=C(C2=NC(=CC(=C2S1)NCC#CC)Cl)I 2-((1S,6S)-6-aminocyclohex-3-en-1-yl)-N-(but-2-yn-1-yl)-5-chloro-3-iodothieno[3,2-b]pyridin-7-amine